C(=O)C=1C=C(C=CC1)C1=C(C=C(C(=O)N)C=C1)O 4-(3-formylphenyl)-3-hydroxybenzamide